C(C)(C)(C)OC(=O)N1CCC(CC1)C1=CC(=CC(=C1)CO)CO.COC1=CC=C(C=C1)C1(CCOCC1)C(C)=NN (1-(4-(4-methoxyphenyl)tetrahydro-2H-pyran-4-yl)ethylidene)hydrazine tert-butyl-4-(3,5-bis(hydroxymethyl)phenyl)piperidine-1-carboxylate